5-[(2R,5R)-4,4-difluoro-5-methyl-2-piperidyl]-1,3-benzothiazole FC1(C[C@@H](NC[C@H]1C)C=1C=CC2=C(N=CS2)C1)F